1,2,3,4-tetrahydrobenzene C1CCCC=C1